ClC=1C(N(N=CC1CCCN1CC2(C1)CC(C2)OC=2C=CC=1N(C2C(F)F)C(=NC1)C)C1OCCCC1)=O 4-chloro-5-(3-(6-((5-(difluoromethyl)-3-methylimidazo[1,5-a]pyridin-6-yl)oxy)-2-azaspiro[3.3]heptan-2-yl)propyl)-2-(tetrahydro-2H-pyran-2-yl)pyridazin-3(2H)-one